COC1=CC=C(C2=CC=CC=C12)C=C1C(N(C(S1)=S)CC(=O)O)=O {5-[(4-methoxy-1-naphthyl)methylene]-4-oxo-2-thioxo-1,3-thiazolidin-3-yl}acetic acid